5-amino-3-[4-(dimethoxymethyl)phenyl]-1-[(1S)-2,2,2-trifluoro-1-methyl-ethyl]pyrazole-4-carbonitrile NC1=C(C(=NN1[C@H](C(F)(F)F)C)C1=CC=C(C=C1)C(OC)OC)C#N